O=C1OC2(CC1)CCN(CC2)C(=O)OC(C)(C)C Tert-butyl 2-oxo-1-oxa-8-azaspiro[4.5]decane-8-carboxylate